propa-2-enyl-4-oxobutanoate C(C=C)OC(CCC=O)=O